2-(3S,4R)-(3-hydroxy-1-(5-(trifluoromethyl)pyrimidin-2-yl)piperidin-4-yl)-N-((S)-2-((6-oxo-5-(trifluoromethyl)-1,6-dihydropyridazin-4-yl)amino)propoxy)acetamide O[C@@H]1CN(CC[C@@H]1CC(=O)NOC[C@H](C)NC=1C=NNC(C1C(F)(F)F)=O)C1=NC=C(C=N1)C(F)(F)F